OC(COC=1C=CC2=C(C=C(O2)C(=O)NC=2C=C(C=CC2C)NC(=O)C2=CC3=C(OCCO3)C=C2)C1)(C)C N-(3-(5-(2-Hydroxy-2-methylpropoxy)benzofuran-2-carboxamido)-4-methylphenyl)-2,3-dihydrobenzo[b][1,4]dioxine-6-carboxamide